C(C)(=O)C1=C(SC(=C1)C)NC(OC(C)(C)C)=O tert-butyl (3-acetyl-5-methylthiophen-2-yl)carbamate